ClC=1CN(C(=CC1O[C@@H](C)C1=NC=C(C=C1F)F)C)C1=CC(=NC=C1C)C=1N=C(SC1)C(C)(C)O (R)-3-chloro-1-[2-[2-(1-hydroxy-1-methyl-ethyl)thiazole-4-yl]-5-methyl-4-pyridyl]-6-methyl-4-[(1S)-1-(3,5-difluoro-2-pyridyl)ethoxy]pyridine